6-((1S,4S)-5-(4,4-difluoro-4-(2-methoxypyridin-4-yl)butanoyl)-2,5-diazabicyclo[2.2.2]octan-2-yl)nicotinonitrile FC(CCC(=O)N1[C@@H]2CN([C@H](C1)CC2)C2=NC=C(C#N)C=C2)(C2=CC(=NC=C2)OC)F